[1-(4-phenylthiobenzoyl) heptenylamino] benzoate ([1-(4-phenylsulfonoylbenzoyl) heptenylamino] benzoate) C1(=CC=CC=C1)S(=O)(=O)C1=CC=C(C(=O)C(=CCCCCC)NC2=C(C(=O)O)C=CC=C2)C=C1.C(C1=CC=CC=C1)(=O)ONC(=CCCCCC)C(C1=CC=C(C=C1)C1=CC=CC=C1)=S